tert-butyl (2R,6S)-4-[6-[6-(methoxymethoxy)-2-methylindazol-5-yl]-1,5-naphthyridin-2-yl]-2,6-dimethylpiperidine-1-carboxylate COCOC=1C(=CC2=CN(N=C2C1)C)C=1N=C2C=CC(=NC2=CC1)C1C[C@H](N([C@H](C1)C)C(=O)OC(C)(C)C)C